NCC1=C(C=C(C#N)C=C1)C(F)(F)F 4-(aminomethyl)-3-(trifluoromethyl)benzonitrile